6-((1-hydroxy-2-methylpropan-2-yl)amino)-N-(4-methyl-3-(5-methylpyridin-3-yl)phenyl)-2-(6-azaspiro[2.5]octan-6-yl)nicotinamide OCC(C)(C)NC1=NC(=C(C(=O)NC2=CC(=C(C=C2)C)C=2C=NC=C(C2)C)C=C1)N1CCC2(CC2)CC1